5-(2-phenylpropan-2-yl)-1,3-oxazole-2-carboximidamide hydrochloride Cl.C1(=CC=CC=C1)C(C)(C)C1=CN=C(O1)C(N)=N